N-(4-(N-(2-methoxyphenyl)sulfamoyl)phenyl)-3-nitrobenzamide COC1=C(C=CC=C1)NS(=O)(=O)C1=CC=C(C=C1)NC(C1=CC(=CC=C1)[N+](=O)[O-])=O